CC1=CC=CC(=C1)C 2,4-Dimethylbenzene